O[C@H]1[C@H](O[C@@]2([C@@H](CCO2)NC(=O)C=2C=CC=C3C2N=CS3)[C@@H]([C@H]1N1N=NC(=C1)C1=CC(=C(C(=C1)F)F)F)O)CO N-((4R,5S,7R,8R,9S,10R)-8,10-dihydroxy-7-(hydroxymethyl)-9-(4-(3,4,5-trifluorophenyl)-1H-1,2,3-triazol-1-yl)-1,6-dioxaspiro[4.5]decan-4-yl)benzo[d]thiazole-4-carboxamide